NC=1C=C(C=CC1)C(O)C1=CC2=CC=C(C=C2C=C1)OC (3-amino-phenyl)-(6-methoxy-naphthalen-2-yl)-methanol